ClC1=NC(=CC(=C1)C(C1CCC(CC1)NCCCNC(OCC1=CC=CC=C1)=O)(F)F)Cl Benzyl N-[3-[[4-[(2,6-dichloro-4-pyridyl)-difluoro-methyl]cyclohexyl]amino]propyl]carbamate